8,8-dimethyl-2-(3-methyl-1,2-oxazole-5-carbonyl)-7-oxo-2-azaspiro[3.5]non-5-ene-6-carbonitrile CC1(C(C(=CC2(CN(C2)C(=O)C2=CC(=NO2)C)C1)C#N)=O)C